trans-3-(aminomethyl)cyclobutanol hydrochloride Cl.NC[C@@H]1C[C@H](C1)O